(2S,4R)-1-{2-acetyl-2-azaspiro[4.4]nonane-6-carbonyl}-4-fluoro-N-[(S)-phenyl[4-(propan-2-yl)phenyl]methyl]pyrrolidine-2-carboxamide C(C)(=O)N1CC2(CC1)C(CCC2)C(=O)N2[C@@H](C[C@H](C2)F)C(=O)N[C@H](C2=CC=C(C=C2)C(C)C)C2=CC=CC=C2